3-(3,5-difluorophenoxy)(3-2H)Azetidine FC=1C=C(OC2(CNC2)[2H])C=C(C1)F